ClC1=CC(=C(C=C1)C(C(=O)NCC=1C=C2CN(C(C2=CC1)=O)C1C(NC(CC1)=O)=O)(F)F)F 2-(4-chloro-2-fluorophenyl)-N-((2-(2,6-dioxopiperidin-3-yl)-1-oxoisoindol-5-yl)methyl)-2,2-difluoroacetamide